CNC=1C2=C(C=3N(N1)N=NN3)N=CC=C2 N-methylpyrido[2,3-d]tetrazolo[1,5-b]pyridazin-6-amine